FP FLUOROPHOSPHINE